N1C=NC(=C1)C=O Z-imidazole-4-carbaldehyde